3-(oxetan-4-yl)propionitrile O1CCC1CCC#N